C[Si]([O-])([O-])[O-].[K+].[K+].[K+] tripotassium methylsilanetriolate